ClC=1C=C(C=[N+](C1)[O-])[N+]1(CCN(CC1)S(=O)(=O)C1=CC=C(C=C1)NC(C1=C(C=CC=C1)N(S(=O)(=O)C)C)=O)[O-] 1-(5-Chloro-1-oxidopyridin-3-yl)-4-((4-(2-(N-methylmethylsulfonamido)benzamido)phenyl)sulfonyl)piperazine 1-oxide